ONC(=O)C12CN(CC(CC1)N2S(=O)(=O)C2=CC=C(C=C2)NC(C2=CC=C(C=C2)OC)=O)C(=O)OCCOC 2-methoxyethyl 1-(hydroxy-carbamoyl)-8-((4-(4-methoxy-benzamido)-phenyl)-sulfonyl)-3,8-diazabicyclo-[3.2.1]octane-3-carboxylate